ClC1=C(C(=CC=C1)Cl)C#CC=1C=C2CCC(C2=CC1)N1CCC(CC1)(C(=O)OCC)F ethyl 1-(5-((2,6-dichlorophenyl) ethynyl)-2,3-dihydro-1H-inden-1-yl)-4-fluoropiperidine-4-carboxylate